The molecule is a member of the class of chromanes that is 2,2'-iminodiethanol in which one hydrogen attached to each hydroxy-bearing carbon is replaced by a 6-fluorochroman-2-yl group. It is an organofluorine compound, a secondary amino compound, a secondary alcohol, a diol and a member of chromanes. C1CC2=C(C=CC(=C2)F)OC1C(CNCC(C3CCC4=C(O3)C=CC(=C4)F)O)O